CN1N=CC(=C1)C=1OC(=CN1)C(=O)N1[C@@H](C2=C(CC1)NC=N2)C2=NN1C(C(=CC=C1)C(F)(F)F)=C2 (S)-(2-(1-methyl-1H-pyrazol-4-yl)oxazol-5-yl)(4-(4-(trifluoromethyl)pyrazolo[1,5-a]pyridin-2-yl)-1,4,6,7-tetrahydro-5H-imidazo[4,5-c]pyridin-5-yl)methanone